2-(8-(5-(3,4-dichlorobenzyl)-1,3,4-oxadiazol-2-yl)-6-(thiazole-5-carbonyl)-2,6-diazaspiro[3.4]octan-2-yl)pyridine 1-oxide ClC=1C=C(CC2=NN=C(O2)C2CN(CC23CN(C3)C3=[N+](C=CC=C3)[O-])C(=O)C3=CN=CS3)C=CC1Cl